3,3-difluorocyclopentane-1-carboxamide FC1(CC(CC1)C(=O)N)F